FC1=C(N=CC2=C1N=C(N=C2)CCC21CCCN1CCC2)C2=CC=CC1=CC=CC(=C21)F 8-fluoro-7-(8-fluoronaphthalen-1-yl)-2-(2-(hexahydro-1H-pyrrolizin-7a-yl)ethyl)pyrido[4,3-d]pyrimidine